((2-(4-fluorophenyl)oxiran-2-yl)methyl)-1H-imidazole FC1=CC=C(C=C1)C1(OC1)CN1C=NC=C1